3-isopropylpyrimidine-2,4(1h,3h)-dione C(C)(C)N1C(NC=CC1=O)=O